N-((5-chloro-6-(thiazol-4-ylmethoxy)-1H-indol-2-yl)methyl)-1-(hydroxymethyl)cyclopropane-1-carboxamide ClC=1C=C2C=C(NC2=CC1OCC=1N=CSC1)CNC(=O)C1(CC1)CO